N,N-dimethylheptyl-acetamide CN(C(CCCCCCCC)=O)C